(11aS)-11-((tert-butyldimethylsilyl)oxy)-8-hydroxy-7-methoxy-5-oxo-11,11a-dihydro-1H,3H-spiro[benzo[e]pyrrolo[1,2-a][1,4]diazepin-2,1'-cyclopropane]-10(5H)-carboxylic acid allyl ester C(C=C)OC(=O)N1C([C@H]2N(C(C3=C1C=C(C(=C3)OC)O)=O)CC3(CC3)C2)O[Si](C)(C)C(C)(C)C